(1-((3-chloro-1-methyl-1H-pyrazol-5-yl)sulfonyl)-1-fluoroethyl)-N-(pyridazin-4-yl)piperidine-1-carboxamide ClC1=NN(C(=C1)S(=O)(=O)C(C)(F)C1N(CCCC1)C(=O)NC1=CN=NC=C1)C